C(C)C1=CC=2N(C=C1)C(=CN2)C(=O)C2=CC=C(C=C2)[N+](=O)[O-] (7-Ethylimidazo[1,2-a]pyridin-3-yl)(4-nitrophenyl)methanone